(R)-3-(3-(6-(2-((1-(2,2-Difluoroethyl)-3-methoxy-1H-pyrazol-4-yl)amino)pyrimidin-4-yl)pyridin-2-yl)isoxazol-5-yl)-3-hydroxy-1-methylpyrrolidin-2-one FC(CN1N=C(C(=C1)NC1=NC=CC(=N1)C1=CC=CC(=N1)C1=NOC(=C1)[C@]1(C(N(CC1)C)=O)O)OC)F